2-(1-(3,6-dimethylhept-2,5-dien-1-yl)-3-methyl-2-oxoindol-3-yl)acetic acid CC(=CCN1C(C(C2=CC=CC=C12)(C)CC(=O)O)=O)CC=C(C)C